N-[4-(4-bromophenyl)thiazol-2-yl]-2-chloro-N-(3-chloro-5-methoxy-phenyl)acetamide BrC1=CC=C(C=C1)C=1N=C(SC1)N(C(CCl)=O)C1=CC(=CC(=C1)OC)Cl